CC1CN(CCO1)CCN 2-(2-methylmorpholin-4-yl)ethan-1-amine